2-(4-(2-acetyl-5-chlorophenyl)-5-methoxy-2-oxopyridin-1(2H)-yl)-N-(2-methyl-2H-indazol-5-yl)-3-phenylpropanamide C(C)(=O)C1=C(C=C(C=C1)Cl)C1=CC(N(C=C1OC)C(C(=O)NC1=CC2=CN(N=C2C=C1)C)CC1=CC=CC=C1)=O